N-(Benzenesulfonyl)-4-fluoro-6-(2-methylazetidin-1-yl)benzofuran-2-carboxamide C1(=CC=CC=C1)S(=O)(=O)NC(=O)C=1OC2=C(C1)C(=CC(=C2)N2C(CC2)C)F